1-(5-chloro-1-methylpyrazolo[3,4-c]pyridin-3-yl)propan-1-one ClC=1C=C2C(=CN1)N(N=C2C(CC)=O)C